5-(2,6-dimethoxypyridin-3-yl)-N-isopropylthiophene-2-carboxamide COC1=NC(=CC=C1C1=CC=C(S1)C(=O)NC(C)C)OC